C(C)(C)(C)C1=CC(=CC=C1O)C 6-tert-butyl-4-methylphenol